FC=1C=C(OC2CC(C2)NC(OC(C)(C)C)=O)C=C(C1C)F tert-butyl ((1r,3r)-3-(3,5-difluoro-4-methylphenoxy)cyclobutyl)carbamate